N-(2,6-dichlorophenyl)-4-ethoxy-2-{[3-methyl-4-(4-ethylpiperazin-1-yl)phenyl]amino}pyrimidine-5-carboxamide ClC1=C(C(=CC=C1)Cl)NC(=O)C=1C(=NC(=NC1)NC1=CC(=C(C=C1)N1CCN(CC1)CC)C)OCC